ethyl 3-ethylpyridazine-4-carboxylate C(C)C=1N=NC=CC1C(=O)OCC